[K].[Mn].[Co] cobalt manganese potassium